3,6-Dimethyl-6'-{5-[(7S)-7-[(1R)-3-oxa-6-azabicyclo[3.1.1]heptan-6-yl]-6,7,8,9-tetrahydro-5H-benzo[7]annulen-2-yl]-1H-pyrrolo[2,3-b]pyridin-3-yl}-2,3'-bipyridine CC=1C(=NC(=CC1)C)C=1C=NC(=CC1)C1=CNC2=NC=C(C=C21)C=2C=CC1=C(CC[C@H](CC1)N1C3COC[C@H]1C3)C2